FC(C(=O)OCC)(C(O)C1=CC=C(C=C1)F)F ethyl 2,2-difluoro-3-(4-fluorophenyl)-3-hydroxypropionate